CC(=CCCO)CC 4-methyl-hex-3-en-1-ol